C1(CCCCC1)CN1N=CC(=C1)C=1C(=C(C(=CC1)O)N1CC(NS1(=O)=O)=O)F 5-(3-(1-(cyclohexylmethyl)-1H-pyrazol-4-yl)-2-fluoro-6-hydroxyphenyl)-1,2,5-thiadiazolidin-3-one 1,1-dioxide